C1(CC1)C1=C(C=C(C=C1)C(NC(=O)C1N(CC(C1)F)C(CC1=NOC=C1)=O)C1=CC=CC=C1)F N-[(4-cyclopropyl-3-fluorophenyl)(phenyl)methyl]-4-fluoro-1-[2-(1,2-oxazol-3-yl)acetyl]pyrrolidine-2-carboxamide